ClC=1N=C(C(NC1C1=CC=CC=C1)=O)NC 5-chloro-3-(methylamino)-2-oxo-6-phenylpyrazin